[Si](C1=CC=CC=C1)(C1=CC=CC=C1)(C(C)(C)C)O[C@@H](CNC(OC(C)(C)C)=O)C tert-butyl (R)-(2-((tert-butyldiphenylsilyl)oxy)propyl)carbamate